CCC(=O)NCC(=O)[O-] The molecule is a monocarboxylic acid anion that is the conjugate base of propionylglycine, obtained by deprotonation of the carboxy group; major species at pH 7.3. It is a conjugate base of a propionylglycine.